NCC=1C=C(C=CC1NC1CCCCC1)S(=O)(=O)NC 3-(aminomethyl)-4-(cyclohexylamino)-N-methylbenzenesulfonamide